2,3,6,7-tetrahydroxyanthracene OC1=CC2=CC3=CC(=C(C=C3C=C2C=C1O)O)O